P(O)(O)(=S)OC[C@@H]1[C@H]([C@H]([C@@H](O1)N1C=NC=2C(N)=NC=NC12)O)O Adenosine-5'-O-monophosphorothioate